N-{4-[(4-methylpiperazin-1-yl)methyl]phenyl}-4-(4,4,5,5-tetramethyl-1,3,2-dioxaborolan-2-yl)benzamide CN1CCN(CC1)CC1=CC=C(C=C1)NC(C1=CC=C(C=C1)B1OC(C(O1)(C)C)(C)C)=O